1-(6-((2-(2,6-dioxopiperidin-3-yl)-1,3-dioxoisoindolin-4-yl)amino)hexyl)-N3-(2-(((S)-2-methylpyrrolidin-1-yl)methyl)-1H-benzo[d]imidazol-5-yl)isophthalamide O=C1NC(CCC1N1C(C2=CC=CC(=C2C1=O)NCCCCCCC1(C(=O)N)CC(C(=O)NC2=CC3=C(NC(=N3)CN3[C@H](CCC3)C)C=C2)=CC=C1)=O)=O